(3,5-dimethylpyridin-2-yl)methylamine hydrochloride Cl.CC=1C(=NC=C(C1)C)CN